3-((3-hydroxy-2-(hydroxymethyl)-2-methylpropyl)diphenylphosphoryl)propane-1-sulfonic acid OCC(CC1=C(C=CC=C1)P(=O)(C1=CC=CC=C1)CCCS(=O)(=O)O)(C)CO